FC(OC1=CC=C(C=C1)C1=NOC(=N1)N1CCN(CC1)C(=O)OC(C)(C)C)(F)F Tert-butyl 4-(3-(4-(trifluoromethoxy)phenyl)-1,2,4-oxadiazol-5-yl)piperazine-1-carboxylate